BrC=1C=C(C=CC1F)/C(=C/C(=O)O)/C (E)-3-(3-bromo-4-fluorophenyl)but-2-enoic acid